2-oxo-2H-[1,3'-bipyridine]-3-carboxylate O=C1N(C=CC=C1C(=O)[O-])C=1C=NC=CC1